C1[C@H]2[C@@H]([C@@H](S1)CCCC(C(=O)O)S(=O)(=O)O)NC(=O)N2 Sulfo-Biotin